FC(C1=CC=CC(=N1)N1CC(CC1)C1=CC(=NC=C1)CN)F (4-(1-(6-(difluoromethyl)pyridin-2-yl)pyrrolidin-3-yl)pyridin-2-yl)methylamine